2-benzylidene-1-octanol C(C1=CC=CC=C1)=C(CO)CCCCCC